2-methanesulfonyl-1,2,3,4-tetrahydroisoquinolin-6-ol CS(=O)(=O)N1CC2=CC=C(C=C2CC1)O